ClC=1N=C(C2=C(N1)C(=CS2)CCl)N2[C@@H](COCC2)C (R)-4-(2-Chloro-7-chloromethyl-thieno[3,2-d]pyrimidine-4-yl)-3-methylmorpholine